OC1=C(C=C(CO)C=C1)OC 4-Hydroxy-3-methoxybenzyl alcohol